CC1=CC=C(C=C1)C1NC(NC(=C1C(=O)OCC)C)=S 4-(p-methylphenyl)-5-ethoxycarbonyl-6-methyl-3,4-dihydropyrimidine-2(1H)-thione